(S)-1-(3,4-difluorophenyl)-5-(5-(3,5-dimethylisoxazol-4-yl)-1-((S)-pyrrolidin-3-yl)-1H-benzo[d]Imidazol-2-yl)pyrrolidin-2-one FC=1C=C(C=CC1F)N1C(CC[C@H]1C1=NC2=C(N1[C@@H]1CNCC1)C=CC(=C2)C=2C(=NOC2C)C)=O